NCC=1C=C(C=CC1)N1N=C(C=C1C(=O)NC1=C(C=CC(=C1)C(CCC1CC1)(C=1C=NC=CC1)N[S@](=O)C(C)(C)C)F)C(F)(F)F 1-(3-(aminomethyl)phenyl)-N-(5-((-)-3-cyclopropyl-1-((R)-1,1-dimethylethylsulfinamido)-1-(pyridin-3-yl)propyl)-2-fluorophenyl)-3-(trifluoromethyl)-1H-pyrazole-5-carboxamide